ClC1=C2C=CC3(CCC=4C(=NC(=NC4C3)OC[C@H]3N(CCC3)C)N3C[C@@H](N(CC3)C(C(=C)F)=O)CC#N)C2=CC=C1 2-((2S)-4-(4-chloro-2'-(((S)-1-methylpyrrolidin-2-yl)methoxy)-5',8'-dihydro-6'H-spiro[indene-1,7'-quinazolin]-4'-yl)-1-(2-fluoroacryloyl)piperazin-2-yl)acetonitrile